NC1=C(C=C(C(=O)OC)C=C1OC)C=1C(=NC(=CC1)Cl)Cl methyl 4-amino-3-(2,6-dichloropyridin-3-yl)-5-methoxybenzoate